4-ethenyl-4-methyl-3-(prop-1-en-2-yl)cyclohexylpropan-2-ol C(=C)C1(C(CC(CC1)CC(C)O)C(=C)C)C